N=1C(=CC2=CC=CCC12)C(=O)NN 7H-indole-2-carbohydrazide